sodium ((1R,5S,6S)-3-(5-methyl-2-((S)-2-methylazetidin-1-yl)-6-(trifluoromethyl)pyrimidin-4-yl)azabicyclo[3.1.0]hexan-6-yl)methanesulfinate CC=1C(=NC(=NC1C(F)(F)F)N1[C@H](CC1)C)C1C[N@]2[C@@H]([C@@H]2C1)CS(=O)[O-].[Na+]